ClC1=NC=CC(=C1)OC=1C=C(C(=NC1)NC(=O)C=1C(N(C=CC1)C(C)C)=O)OC N-(5-((2-Chloropyridin-4-yl)oxy)-3-methoxypyridin-2-yl)-1-isopropyl-2-oxo-1,2-dihydropyridine-3-carboxamide